(3-glycyl-2-methoxy-5-phenoxyphenyl)methanesulfonamide NCC(=O)C=1C(=C(C=C(C1)OC1=CC=CC=C1)CS(=O)(=O)N)OC